1,3-dimethyl-imidazole bis(trifluoromethylsulfonyl)imide salt [N-](S(=O)(=O)C(F)(F)F)S(=O)(=O)C(F)(F)F.CN1CN(C=C1)C